2-(12-bromo-1,2,3,5,6,7-hexahydrochromeno[2,3-f]pyrido[3,2,1-ij]quinolin-4-ium-9-yl)benzenesulfonate BrC1=CC=C2C(=C3C(=C4CCC[N+]5=C4C(=C3)CCC5)OC2=C1)C1=C(C=CC=C1)S(=O)(=O)[O-]